BrC1=CC(=C(C=C1)N1N=C(C=2CN(CCC21)C(=O)OC(C)(C)C)CC(=O)OC)F tert-butyl 1-(4-bromo-2-fluorophenyl)-3-(2-methoxy-2-oxoethyl)-1,4,6,7-tetrahydro-5H-pyrazolo[4,3-c]pyridine-5-carboxylate